2-amino-isobutyric acid NC(C(=O)O)(C)C